N,N-bis(2-hydroxyethyl)-2-hydroxypropylamine OCCN(CCO)CC(C)O